C(C)(C)(C)OC(NCCOC1=CC=C(C=C1)Br)=O (2-(4-Bromophenoxy)ethyl)carbamic acid tert-butyl ester